propargyluridine C(C#C)[C@@]1([C@H](O)[C@H](O)[C@@H](CO)O1)N1C(=O)NC(=O)C=C1